(S)-5-(tert-butyl)-3-isothiocyanato-1-(1-methylpyrrolidin-3-yl)-1H-pyrazole C(C)(C)(C)C1=CC(=NN1[C@@H]1CN(CC1)C)N=C=S